N,3-Dimethoxybenzamide CONC(C1=CC(=CC=C1)OC)=O